3-(4-methyl-3-pentenyl)-1-phenyl-2-phospholene CC(=CCCC1=CP(CC1)C1=CC=CC=C1)C